N(=[N+]=[N-])C[C@@H]([C@H]([C@@H](COS(=O)(=O)C)NC(=O)OC(C)(C)C)O[Si](C)(C)C(C)(C)C)C (2R,3R,4S)-methanesulfonic acid 5-azido-2-[(tert-butoxycarbonyl) amino]-3-{[tert-butyl (dimethyl) silyl] oxy}-4-methylpentyl ester